sodium 2,6-di-tert-butylphenolate C(C)(C)(C)C1=C(C(=CC=C1)C(C)(C)C)[O-].[Na+]